C1(=CC=CC=C1)C=CC=CC(=O)O 5-phenylpenta-2,4-dienoic acid